C(C)C1=C(C=C(C(=O)O)C=C1)S(NC1=C(C=CC(=C1)S(=O)(=O)C)N1CCCCC1)(=O)=O 4-Ethyl-3-(N-(5-(methylsulfonyl)-2-(piperidin-1-yl)phenyl)sulfamoyl)benzoic acid